N-(6-(5-methyl-1,3,4-thiadiazol-2-yl)isoquinolin-3-yl)-2-morpholinyl-acetamide CC1=NN=C(S1)C=1C=C2C=C(N=CC2=CC1)NC(CN1CCOCC1)=O